7-bromo-N-((1s,3s)-3-((tert-butyldimethylsilyl)oxy)cyclobutyl)-2-chloro-8-fluoro-N-methyl-6-(trifluoromethyl)quinazolin-4-amine BrC1=C(C=C2C(=NC(=NC2=C1F)Cl)N(C)C1CC(C1)O[Si](C)(C)C(C)(C)C)C(F)(F)F